(1s,3s)-3-amino-4-difluoromethylene-1-cyclopentanic acid N[C@H]1C[C@H](CC1=C(F)F)C(=O)O